tert-butyl (2S,4S)-2-(cyanomethyl)-4-(7-(8-cyanonaphthalen-1-yl)-6-fluoro-8-methyl-4-(((S)-1-methylpyrrolidin-2-yl)methoxy)-1H-pyrazolo[4,3-c]quinolin-1-yl)piperidine-1-carboxylate C(#N)C[C@H]1N(CC[C@@H](C1)N1N=CC=2C(=NC=3C(=C(C(=CC3C21)C)C2=CC=CC1=CC=CC(=C21)C#N)F)OC[C@H]2N(CCC2)C)C(=O)OC(C)(C)C